5-Bromo-2-(methoxycarbonyl)pyridin-3-yl 2,4,6-tri-O-acetyl-3-azido-3-deoxy-1-thio-α-D-galactopyranoside C(C)(=O)O[C@H]1[C@@H](SC=2C(=NC=C(C2)Br)C(=O)OC)O[C@@H]([C@@H]([C@@H]1N=[N+]=[N-])OC(C)=O)COC(C)=O